C(#N)C1=C(C=C(C=C1F)N1C(=CC=2C1=NC=CC2)C(=O)NC2CC2)F 1-(4-Cyano-3,5-difluorophenyl)-N-cyclopropyl-1H-pyrrolo[2,3-b]pyridine-2-carboxamide